8-methyl-3-phenyl-1,4,8-triazaspiro[4.5]dec-1,3-dien CN1CCC2(N=C(C=N2)C2=CC=CC=C2)CC1